C(#N)C1=NC2=CC(=CC(=C2N=C1N1CC(C(CC1)OC)(F)F)[C@@H](C)NC1=C(C(=O)O)C=CC=C1)C (((1R)-1-(2-cyano-3-(3,3-difluoro-4-methoxypiperidin-1-yl)-7-methylquinoxalin-5-yl)ethyl)amino)benzoic acid